6-((5-(3,4-difluorophenyl)pyridin-3-yl)oxy)picolinonitrile FC=1C=C(C=CC1F)C=1C=C(C=NC1)OC1=CC=CC(=N1)C#N